CNC(=O)[C@@H]1[C@@H](CCCC1)C(=O)N1[C@@H](C2=C(C=CC=C2CC1)O[C@@H]1CN(CC1)C(=O)C1=CN=CS1)CNC(CC)=O (1S,2r)-N-methyl-2-((S)-1-(propionamidomethyl)-8-(((S)-1-(thiazole-5-carbonyl)pyrrolidin-3-yl)oxy)-1,2,3,4-tetrahydroisoquinoline-2-carbonyl)cyclohexane-1-carboxamide